tetrazolium-carboxamide [N+]=1(NN=NC1)C(=O)N